BrC1=CC=C(C=C1)S(=O)(=O)NC1=C(C(=O)OC)C=C(C=C1)C=O methyl 2-((4-bromophenyl)sulfonamido)-5-formylbenzoate